COCOC1=C(C=CC=C1)C1=CC2=C(N=N1)NC1=C2[C@H](N(CC1)C=1N=CC(=NC1)C1=CCN(CC1)C(=O)OC(C)(C)C)C (R)-tert-butyl 4-(5-(3-(2-(methoxymethoxy)phenyl)-5-methyl-7,8-dihydro-5H-pyrido[3',4':4,5]pyrrolo[2,3-c]pyridazin-6(9H)-yl)pyrazin-2-yl)-5,6-dihydropyridine-1(2H)-carboxylate